ethyl 3-(2-chlorophenoxy)-2-butenoate ClC1=C(OC(=CC(=O)OCC)C)C=CC=C1